5-Hydroxy-6'-phenylsulfonyl-1,3,3-trimethylspiro-[indolin-2,3'-[3H]-naphtho[2,1-b][1,4]oxazin] OC=1C=C2C(C3(C=NC4=C(O3)C=C(C3=CC=CC=C34)S(=O)(=O)C3=CC=CC=C3)N(C2=CC1)C)(C)C